C(C)(C)(C)C(C#CC(C)(C)C(C)(C)C)(C)C Di-tert.-butyl-1,1,4,4-tetramethylbut-2-yn